NC1=C2C(=NC=N1)N(N=C2C2=CC=C(C=C2)OC2=CC=CC=C2)C2CCN(CC2)CC=2C=CC(=C(C2)NC2C(NC(CC2)=O)=O)F 3-((5-((4-(4-amino-3-(4-phenoxyphenyl)-1H-pyrazolo[3,4-d]pyrimidin-1-yl)piperidin-1-yl)methyl)-2-fluorophenyl)amino)piperidine-2,6-dione